C1(CC1)C1=C(C=CC=C1NC1=NC(=NC(=N1)NC(C)C)C1=CC=CC=C1)S(=O)(=O)N cyclopropyl-3-(4-(isopropylamino)-6-phenyl-1,3,5-triazin-2-ylamino)benzenesulfonamide